C1(OCC(C)O1)=O Propylene Carbonate